N-[2-[4-[6-(dimethylamino)pyridin-3-yl]phenyl]-1,3-benzothiazol-6-yl]-N-[2-[2-[2-[2-[2-(2-iodoethoxy)ethoxy]ethoxy]ethoxy]ethoxy]ethyl]carbamate CN(C1=CC=C(C=N1)C1=CC=C(C=C1)C=1SC2=C(N1)C=CC(=C2)N(C([O-])=O)CCOCCOCCOCCOCCOCCI)C